2,4-dichloro-7-methyl-pteridine ClC1=NC2=NC(=CN=C2C(=N1)Cl)C